3-Ethyl-Caproic Acid C(C)C(CC(=O)O)CCC